C1(CCCC1)P(C1=C(SC=C1P(C1CCCC1)C1CCCC1)C1CCCC1)C1CCCC1 3,4-bis(dicyclopentylphosphino)-2-cyclopentylthiophene